tert-butyl 4-({5-[2-(2-aminopyridin-3-yl)-5-(pyrazol-1-yl)imidazo[4,5-b]pyridin-3-yl]-2,3-dihydro-1H-inden-1-yl}methyl)piperazine-1-carboxylate NC1=NC=CC=C1C1=NC=2C(=NC(=CC2)N2N=CC=C2)N1C=1C=C2CCC(C2=CC1)CN1CCN(CC1)C(=O)OC(C)(C)C